4-(6-((2-amino-2-oxo-1-phenylethyl)thio)-5-cyano-4-ethyl-3-methylpyridin-2-yl)piperazine-1-carboxylic acid tert-butyl ester C(C)(C)(C)OC(=O)N1CCN(CC1)C1=NC(=C(C(=C1C)CC)C#N)SC(C(=O)N)C1=CC=CC=C1